(S,E)-2-(3-((4-((2-(aminomethyl)-3-fluoroallyl)oxy)phenyl)sulfonyl)-2-methylpropyl)-2-azaspiro[4.4]nonan-1-one NC/C(/COC1=CC=C(C=C1)S(=O)(=O)C[C@H](CN1C(C2(CC1)CCCC2)=O)C)=C\F